C1(=CC=CC2=CC=CC=C12)C1=C(C(=C(C(=C1O)C1=CC=CC2=CC=CC=C12)C1=CC=CC2=CC=CC=C12)C1=CC=CC2=CC=CC=C12)C1=CC=CC2=CC=CC=C12 penta-(naphthyl)phenol